4-(6-chloro-3-quinolylamino)-2-[p-(1-methyl-3-azetidinyloxy)phenylamino]pyrimidine ClC=1C=C2C=C(C=NC2=CC1)NC1=NC(=NC=C1)NC1=CC=C(C=C1)OC1CN(C1)C